(E)-1-(1,3-Dithian-2-yl)-2-(6-methoxynaphthalen-2-yl)-3-(4-methoxyphenyl)prop-2-en-1-one S1C(SCCC1)C(\C(=C\C1=CC=C(C=C1)OC)\C1=CC2=CC=C(C=C2C=C1)OC)=O